C[SiH](CCCOCC1OC1)C1=CC=CC=C1 2-[[3-(methylphenylsilyl)propoxy]methyl]oxirane